FC1=C(C(=CC=C1)F)CN1C(N(N=C1)C1=CC(=C(C=C1)OC1=C(N=C(S1)CN1CCCC1)C)F)=O 4-[(2,6-Difluorophenyl)methyl]-2-(3-fluoro-4-{[4-methyl-2-(pyrrolidin-1-ylmethyl)-1,3-thiazol-5-yl]oxy}phenyl)-1,2,4-triazol-3-one